((S)-5H-imidazo[5,1-a]isoindol-5-yl)-6,7-dihydro-5H-cyclopenta[c]pyridin-7-ol C=1N=CN2C1C1=CC=CC=C1[C@H]2C2=NC=CC1=C2C(CC1)O